N1C(=S)NC(=O)CC1=O Thiobarbituric acid